FC1=C(C(=CC(=C1)F)OCCOC)C=1C2=C(C(=NC1C#CC1CN(C1)C(=O)OC(C)(C)C)C=1C=C3C=NN(C3=CC1)C)C=CS2 tert-butyl 3-[2-[7-[2,4-difluoro-6-(2-methoxyethoxy)phenyl]-4-(1-methylindazol-5-yl)thieno[3,2-c]pyridin-6-yl]ethynyl]azetidine-1-carboxylate